P(=O)(O)(O)O.C(CCCCCCCCCCCCC)C(O)C(CO)(CO)CO tetradecyl-(pentaerythritol) phosphate